CC[C@H](C)C(=O)C1=C2C(=C3C(=C1O)C(=CC(=O)O3)[C@H](CC)OC(=O)C)CC(O2)C(C)(C)O The molecule is a furanocoumarin, a member of phenols, a tertiary alcohol and an acetate ester. It has a role as a metabolite and an antineoplastic agent.